6-(3-(4-chlorobenzyl)ureido)-N-(o-tolyl)hexanamide tin (II) (2-ethylhexanoate) C(C)C(C(=O)[O-])CCCC.[Sn+2].ClC1=CC=C(CNC(NCCCCCC(=O)NC2=C(C=CC=C2)C)=O)C=C1.C(C)C(C(=O)[O-])CCCC